2-(isopropyl-(methyl)amino)-1-(5-methoxy-1H-pyrrolo[2,3-b]pyridin-3-yl)ethan-1-one C(C)(C)N(CC(=O)C1=CNC2=NC=C(C=C21)OC)C